ClC1=C(C=CC=C1C1=NC=NC(=C1Cl)Cl)C1=CC=C(C(=N1)OC)CN(C(OC(C)(C)C)=O)CCO tert-Butyl ((6-(2-chloro-3-(5,6-dichloropyrimidin-4-yl)phenyl)-2-methoxypyridin-3-yl)methyl)(2-hydroxyethyl)carbamate